4-(methyl-(quinolin-5-yl)amino)piperidine-1-carboxylic acid tert-butyl ester C(C)(C)(C)OC(=O)N1CCC(CC1)N(C1=C2C=CC=NC2=CC=C1)C